Ethyl 2-(3-fluoro-4-methyl-2-oxo-5-(2-oxoethyl) pyridin-1(2H)-yl)-4-methylpentanoate FC=1C(N(C=C(C1C)CC=O)C(C(=O)OCC)CC(C)C)=O